NICKEL-TITANIUM-YTTRIUM [Y].[Ti].[Ni]